3-(4-iodophenoxy)-1-methylazazetidine IC1=CC=C(OC2NN(C2)C)C=C1